N1(CCCCC1)C1=C(C=CC(=C1)NCC1=CC=C(C=C1)C(F)(F)F)NC(CCCCCCC)=O N-(2-(piperidin-1-yl)-4-((4-(trifluoromethyl)benzyl)amino)phenyl)octanamide